NCCCOC[C@H]1C(N[C@@H](CO[C@@H]([C@H](C(N([C@H](C(N[C@H](C(N[C@H](C(N1)=O)CO)=O)C1CCCCC1)=O)CCC)C)=O)C)CCCCCC)C)=O (3R,6S,9S,12S,15S,18R,19R)-6-(3-aminopropoxymethyl)-12-cyclohexyl-19-hexyl-9-(hydroxymethyl)-3,16,18-trimethyl-15-propyl-1-oxa-4,7,10,13,16-pentazacyclononadecane-5,8,11,14,17-pentone